1-(2-fluorophenyl)piperazin-2-one FC1=C(C=CC=C1)N1C(CNCC1)=O